C(C(C(C(C(C(=O)O)O)O)O)O)O hexonic acid